3',6'-dihydroxy-3-oxo-3H-spiro[isobenzofuran-1,9'-xanthene]-5-carboxylic acid 2,5-dioxopyrrolidin-1-yl ester O=C1N(C(CC1)=O)OC(=O)C=1C=C2C(OC3(C4=CC=C(C=C4OC=4C=C(C=CC34)O)O)C2=CC1)=O